C1(CC1)C=1N=CC(=NC1)C=1C=C(C=C(C1)F)C1=NN=C2N1C1=CC(=CC=C1C(=N2)NC)C(F)(F)F (3-(5-Cyclopropylpyrazin-2-yl)-5-fluorophenyl)-N-methyl-8-(trifluoromethyl)-[1,2,4]triazolo[4,3-a]quinazolin-5-amine